(1R,2R,3S,4R,5S)-N-(5,6-dichloropyridin-3-yl)-3-(2,3-difluoropyridin-4-yl)-5-hydroxy-7-oxabicyclo[2.2.1]Heptane-2-carboxamide ClC=1C=C(C=NC1Cl)NC(=O)[C@H]1[C@H]2C[C@@H]([C@@H]([C@@H]1C1=C(C(=NC=C1)F)F)O2)O